C(C1=CC=CC=C1)OC=1C(C=CN2C1C(NCC2)=O)=O 9-benzyloxy-3,4-dihydropyrido[1,2-a]pyrazine-1,8-dione